5-chloro-6-(difluoromethoxy)-N-((2-methylpyrazolo[1,5-c]pyrimidin-3-yl)methyl)nicotinamide ClC=1C(=NC=C(C(=O)NCC=2C(=NN3C=NC=CC32)C)C1)OC(F)F